pyrazine-2-carboxylic acid (5-chloro-pyridine-2-yl)-amide ClC=1C=CC(=NC1)NC(=O)C1=NC=CN=C1